C(C)O[Si](CCCC1C(OC(C1)=O)=O)(OCC)OCC dihydro-3-[3-(triethoxysilyl)propyl]furan-2,5-dione